4-(1-cyclohexyl-1,6-dihydrodipyrrolo[2,3-b:2',3'-d]pyridin-2-yl)aniline C1(CCCCC1)N1C(=CC=2C1=C1C(=NC2)NC=C1)C1=CC=C(N)C=C1